6-[6,8-dimethyl-[1,2,4]triazolo[1,5-a]pyrazin-2-yl]-2-(piperidin-4-yl)-3,4-dihydroisoquinolin-1-one CC=1N=C(C=2N(C1)N=C(N2)C=2C=C1CCN(C(C1=CC2)=O)C2CCNCC2)C